S(=S)(=O)(O)[O-] O-hydrogen thiosulfate